(S)-3-(5-((7-((4-fluorobicyclo[2.2.2]octan-1-yl)amino)heptyl)amino)-4-oxo-2-(trifluoromethyl)quinazolin-3(4H)-yl)piperidine-2,6-dione FC12CCC(CC1)(CC2)NCCCCCCCNC2=C1C(N(C(=NC1=CC=C2)C(F)(F)F)[C@@H]2C(NC(CC2)=O)=O)=O